(Z)-(2-(1-methyl-1H-imidazolyl)ethyl)furan-2-carbaldehyde Oxime Hydrochloride Cl.CN1C(=NC=C1)CCC1=C(OC=C1)\C=N/O